NC1=C(C(=CC(=C1)OC(F)(F)F)Cl)N1C=NC(=C(C1=O)C(=O)OC)N(CC1=CC=C(C=C1)OC)CC1=CC=C(C=C1)OC methyl 1-(2-amino-6-chloro-4-(trifluoromethoxy)phenyl)-4-(bis(4-methoxybenzyl)amino)-6-oxo-1,6-dihydropyrimidine-5-carboxylate